(1R,5S)-3-((tosyloxy)methyl)-8-azabicyclo[3.2.1]Octane-8-carboxylic acid tert-butyl ester C(C)(C)(C)OC(=O)N1[C@H]2CC(C[C@@H]1CC2)COS(=O)(=O)C2=CC=C(C)C=C2